C[C@@H]1N(CC1)C=1N=C(C2=C(N1)CCC2)O [(2S)-2-methylazetidin-1-yl]-6,7-dihydro-5H-cyclopenta[d]pyrimidin-4-ol